NC1=CC(=C(C=C1)[C@H]1C(CN(CC1)C(=O)OC(C)(C)C)(F)F)F tert-butyl (4s)-4-(4-amino-2-fluoro-phenyl)-3,3-difluoro-piperidine-1-carboxylate